ClC=1C=2CCCC2C(=C2CCCC12)NC(=O)N=[S@@](=O)(N)C1=CN=C(S1)C(C)(C)O |o1:17| (S) or (R)-N'-((8-chloro-1,2,3,5,6,7-hexahydro-s-indacen-4-yl)carbamoyl)-2-(2-hydroxypropan-2-yl)thiazole-5-sulfonimidamide